3-(1-(2-Aminophenyl)-6-bromo-1H-indol-2-yl)-1-methylpyrrolidine-2,5-dione NC1=C(C=CC=C1)N1C(=CC2=CC=C(C=C12)Br)C1C(N(C(C1)=O)C)=O